NC1=C(C=C(C=N1)C=1C=C2N(N1)CCC21CN(C1)C(=O)NCC=1C=NC=NC1)C(F)(F)F 2'-[6-amino-5-(trifluoromethyl)pyridin-3-yl]-N-[(pyrimidin-5-yl)methyl]-5',6'-dihydrospiro[azetidine-3,4'-pyrrolo[1,2-b]pyrazole]-1-carboxamide